4-((2-(1H-pyrazol-4-yl)ethyl)amino)-5,6-dimethyl-N-(1-(6-methylpyridin-2-yl)ethyl)pyrimidine-2-carboxamide N1N=CC(=C1)CCNC1=NC(=NC(=C1C)C)C(=O)NC(C)C1=NC(=CC=C1)C